N-(2-(1H-indol-3-yl)ethyl)-2-(methylsulfanyl)-4-morpholinopyrimidine-5-carboxamide N1C=C(C2=CC=CC=C12)CCNC(=O)C=1C(=NC(=NC1)SC)N1CCOCC1